C(C)(C)N1C(=NN=C1)C1=CC=CC(=N1)N1C(N(CC1)C1=C(C=C(C(=C1)S(=O)(=O)C)C)OC)=O 1-(6-(4-isopropyl-4H-1,2,4-triazol-3-yl)pyridin-2-yl)-3-(2-methoxy-4-methyl-5-(methylsulfonyl)phenyl)imidazolidin-2-one